1-(3-{4-chloro-3-ethyl-1H-pyrrolo[2,3-b]pyridin-3-yl}phenyl)-3-{2-[1-(2-fluoro-4-nitrophenyl)piperidin-4-yl]ethyl}-1,3-diazinan-2-one ClC1=C2C(=NC=C1)NCC2(CC)C=2C=C(C=CC2)N2C(N(CCC2)CCC2CCN(CC2)C2=C(C=C(C=C2)[N+](=O)[O-])F)=O